2-(4-bromo-2-fluorobenzyl)-3-methylnaphthalene-1,4-dione BrC1=CC(=C(CC=2C(C3=CC=CC=C3C(C2C)=O)=O)C=C1)F